N[C@H](C(=O)N[C@]1(CS([C@H]2[C@@H]([C@@H]12)C(=O)O)(=O)=O)C(=O)O)CCSC (1R,4S,5S,6S)-4-[[(2S)-2-amino-4-methylsulfanylbutanoyl]amino]-2,2-dioxo-2λ6-thiabicyclo[3.1.0]hexane-4,6-dicarboxylic acid